BrC1=CC=C2C(C=C(NC2=C1)[C@@H]1[C@H](C1)C1=CC(=CC=C1)Cl)=O |r| rac-7-bromo-2-((1S*,2S*)-2-(3-chlorophenyl)cyclopropyl)quinolin-4(1H)-one